(2-((3-methoxyphenyl)amino)-6-(phenylcarbamoyl)pyridin-4-yl)carbamic acid tert-butyl ester C(C)(C)(C)OC(NC1=CC(=NC(=C1)C(NC1=CC=CC=C1)=O)NC1=CC(=CC=C1)OC)=O